2-methyl-5-[(2S,5R)-5-methyl-2-piperidyl]phenol CC1=C(C=C(C=C1)[C@H]1NC[C@@H](CC1)C)O